C(C)(=O)OC(C)CCCCCC sec-octyl alcohol acetate